methyl 6'-((tert-butoxycarbonyl) amino)-1'-methyl-2'-oxospiro[cyclopentane-1,3'-indoline]-5'-carboxylate C(C)(C)(C)OC(=O)NC1=C(C=C2C3(C(N(C2=C1)C)=O)CCCC3)C(=O)OC